(S)-8-(2-amino-6-((R)-1-(4-(butoxycarbonyl)-2-(3-methyl-1H-pyrazol-1-yl)phenyl)-2,2,2-trifluoroethoxy)pyrimidin-4-yl)-2,8-diazaspiro[4.5]decane-3-carboxylic acid NC1=NC(=CC(=N1)N1CCC2(C[C@H](NC2)C(=O)O)CC1)O[C@@H](C(F)(F)F)C1=C(C=C(C=C1)C(=O)OCCCC)N1N=C(C=C1)C